COCC=1C=C(C=CC1)C1=NNC=C1C1=NC2=CC(=CN=C2C=C1)C=1C=NNC1 2-[3-[3-(methoxymethyl)phenyl]-1H-pyrazol-4-yl]-7-(1H-pyrazol-4-yl)-1,5-naphthyridine